silver azaporphyrin C12=NC=C(N1)C=C1C=CC(=N1)C=C1C=CC(N1)=CC=1C=CC(N1)=C2.[Ag]